C(=O)C1=NC=CC=C1NC(C[C@@H](C1=CC=CC=C1)NC(OC(C)(C)C)=O)=O tert-butyl N-[(1S)-3-[(2-formyl-3-pyridyl)amino]-3-oxo-1-phenyl-propyl]carbamate